2-((4-((S)-2-(5-Chloropyridin-2-yl)-2-methylbenzo[d][1,3]dioxol-4-yl)piperidin-1-yl)methyl)-4-hydroxy-1-(((S)-oxetan-2-yl)methyl)-1H-benzo[d]imidazole-6-carboxylic acid ClC=1C=CC(=NC1)[C@@]1(OC2=C(O1)C=CC=C2C2CCN(CC2)CC2=NC1=C(N2C[C@H]2OCC2)C=C(C=C1O)C(=O)O)C